methyl-5β-androstane-3α,17β-diol CC[C@@]12[C@H](CC[C@H]1[C@@H]1CC[C@@H]3C[C@@H](CC[C@]3(C)[C@H]1CC2)O)O